N-(5-Bromo-2-(4-(dimethylamino)piperidin-1-yl)pyridin-3-yl)-6-methylpyridine-3-sulfonamide BrC=1C=C(C(=NC1)N1CCC(CC1)N(C)C)NS(=O)(=O)C=1C=NC(=CC1)C